3-acetamido-5-(2-(5-(t-butoxycarbonyl)-5-azaspiro[2.4]hept-7-yl)ethoxy)-1H-indole-1-carboxylic acid tert-butyl ester C(C)(C)(C)OC(=O)N1C=C(C2=CC(=CC=C12)OCCC1CN(CC12CC2)C(=O)OC(C)(C)C)NC(C)=O